C(C)(C)(C)NS(=O)(=O)C=1C=C(C=CC1)NC(C1=C(C=C(C(=O)NC(CO)(C)C)C=C1)N1CCC2(CC2)CC1)=O N1-(3-(N-(tert-butyl)sulfamoyl)phenyl)-N4-(1-hydroxy-2-methylpropan-2-yl)-2-(6-azaspiro[2.5]octan-6-yl)terephthalamide